C1(CC1)C=1N=NC=C(C1C(=O)O)OC1=CC(=CC=C1)C1CC1 3-cyclopropyl-5-(3-cyclopropylphenoxy)pyridazine-4-carboxylic acid